3-[(6-cyclopropyl-2-methoxy-3-pyridyl)oxy]-5-methyl-N-[3-(methylsulfonimidoyl)phenyl]-6-(trifluoromethyl)pyridazine-4-carboxamide C1(CC1)C1=CC=C(C(=N1)OC)OC=1N=NC(=C(C1C(=O)NC1=CC(=CC=C1)S(=O)(=N)C)C)C(F)(F)F